FC(S(=O)(=O)OCC(COCC=C)(F)F)(F)F (3-allyloxy-2,2-difluoro-propyl) trifluoromethanesulfonate